N-((5aR,5bS,7aS,10aS,10bR)-5a,7a-dimethyl-8-oxo-5,5a,5b,6,7,7a,8,9,10,10a,10b,11,12,12a-tetradecahydro-4H-cyclopenta[7,8]phenanthro[2,1-d]thiazol-2-yl)-N-phenylacetamide C[C@@]12CCC=3N=C(SC3C2CC[C@H]2[C@H]3[C@](CC[C@H]12)(C(CC3)=O)C)N(C(C)=O)C3=CC=CC=C3